(S)-3-((tert-butyldiphenylsilyl)oxy)-2-(pyrimidin-2-yloxy)propane-1-thiol [Si](C1=CC=CC=C1)(C1=CC=CC=C1)(C(C)(C)C)OC[C@@H](CS)OC1=NC=CC=N1